C(CCCCCCCCCCCCCCCCCCC)C=1NC=CN1 icosyl-imidazole